9-(Acetyloxymethyl)-9H-fluorene-2,7-dicarboxylic acid C(C)(=O)OCC1C2=CC(=CC=C2C=2C=CC(=CC12)C(=O)O)C(=O)O